ClC1C2=C(N(SC3=C1C=CC(=C3)I)C)C=CC=C2 11-Chloro-3-iodo-6-methyl-6,11-dihydrodibenzo[c,f][1,2]thiazepine